C(C1=CC=CC=C1)OC(=O)NCC1CC2(C1)CCN(CC2)C(=O)OCCCC butyl 2-((((benzyloxy)carbonyl)amino)methyl)-7-azaspiro[3.5]nonane-7-carboxylate